4-{[6-(5-chloro-2-fluorophenyl)pyridazin-4-yl]amino}quinolin-7-yl 4-[2-(1-methylpiperidin-4-yl)ethyl]piperazine-1-carboxylate CN1CCC(CC1)CCN1CCN(CC1)C(=O)OC1=CC=C2C(=CC=NC2=C1)NC1=CN=NC(=C1)C1=C(C=CC(=C1)Cl)F